FC1=CC=C(C=C1)N1N=CC2=CC(=C(C=C12)C)C1(CN(CC1)S(=O)(=O)C=1C=NN(C1)C)CC#C 1-(4-fluorophenyl)-6-methyl-5-(1-({1-methyl-1H-pyrazol-4-yl}sulfonyl)-3-(prop-2-yn-1-yl)pyrrolidin-3-yl)-1H-indazole